C(#C)C1=NN=C(S1)NC(C1=C(C=NC=C1)C1=C(C=CC(=C1)F)OC)=O N-(5-ethynyl-1,3,4-thiadiazol-2-yl)-3-(5-fluoro-2-methoxyphenyl)isonicotinamide